2-(4-(2-(5-ethoxy-[1,2,4]triazolo[1,5-a]pyridin-7-yl)-3-isopropyl-1H-indol-5-yl)piperidin-1-yl)-N,N-dimethylacetamide C(C)OC1=CC(=CC=2N1N=CN2)C=2NC1=CC=C(C=C1C2C(C)C)C2CCN(CC2)CC(=O)N(C)C